4-((4-((4-amino-5,7-dimethylpyrido[2,3-d]pyrimidin-2-yl)amino)piperidin-1-yl)methyl)-3-(difluoromethyl)benzonitrile NC=1C2=C(N=C(N1)NC1CCN(CC1)CC1=C(C=C(C#N)C=C1)C(F)F)N=C(C=C2C)C